C[Si](C1=CC=C2C(=CC(NC2=C1)(C)C)C)(C1=CC=C2C(=CC(NC2=C1)(C)C)C)C Dimethylbis(2,2,4-trimethyl-1,2-dihydroquinolin-7-yl)silane